CC1=CC[C@@H](CC1)C(=C([2H])[2H])C([2H])([2H])[2H] (R)-1-methyl-4-(prop-1-en-2-yl-d5)cyclohex-1-ene